2-(5-fluoro-4-(3-fluoro-5-methoxy-4-((4-trityl-4H-1,2,4-triazol-3-yl)methoxy)phenyl)-3-methyl-2-oxo-2,3-dihydro-1H-benzo[d]imidazol-1-yl)-N-(4-fluorophenyl)acetamide FC1=C(C2=C(N(C(N2C)=O)CC(=O)NC2=CC=C(C=C2)F)C=C1)C1=CC(=C(C(=C1)OC)OCC1=NN=CN1C(C1=CC=CC=C1)(C1=CC=CC=C1)C1=CC=CC=C1)F